FC(C1=C(C=C(C=2N=CN(C21)C)C2=CC=C(C=C2)OC(F)(F)F)CNC(C=C)=O)F N-[[4-(difluoromethyl)-3-methyl-7-[4-(trifluoromethoxy)phenyl]benzimidazol-5-yl]methyl]prop-2-enamide